7-bromo-3-chloro-N-[(4S)-3,4-dihydro-2H-chromen-4-yl]-1-benzothiophene-2-carboxamide BrC1=CC=CC=2C(=C(SC21)C(=O)N[C@H]2CCOC1=CC=CC=C21)Cl